(1-(hydroxymethyl)cyclobutyl)methyl acetate C(C)(=O)OCC1(CCC1)CO